FC1=C(C=CC=C1S(=O)(=O)C)NC1=NC=C(C(=N1)C1=CNC2=C(C=CC=C12)N)C 3-(2-((2-fluoro-3-(methylsulfonyl)phenyl)amino)-5-methylpyrimidin-4-yl)-1H-indol-7-amine